COCCNC(C(=O)OCC)C ethyl 2-(2-methoxyethylamino)propanoate